4'-chloro-2'-formyl-[1,1'-biphenyl]-3,4-Dicarbonitrile ClC1=CC(=C(C=C1)C1=CC(=C(C=C1)C#N)C#N)C=O